N1=C(C=CC=C1)SCB(O)O (PYRIDIN-2-YLTHIO)METHYLBORONIC ACID